N1C=C(C2=CC=CC=C12)C[C@@H](C(=O)O)NC(CC1N(C(CC1)=O)CC1=CC=C(C=C1)C)=O (2S)-3-(1H-indol-3-yl)-2-[[2-[1-[(4-methylphenyl)methyl]-5-oxopyrrolidin-2-yl]acetyl]amino]propionic acid